2-methylprop-2-enoic acid titanium (IV) salt [Ti+4].CC(C(=O)[O-])=C.CC(C(=O)[O-])=C.CC(C(=O)[O-])=C.CC(C(=O)[O-])=C